3-amino-1-benzylpiperidine NC1CN(CCC1)CC1=CC=CC=C1